tert-butyl 4-(prop-2-enoylamino)piperidine-1-carboxylate C(C=C)(=O)NC1CCN(CC1)C(=O)OC(C)(C)C